BrC1=NC=CC=C1O[C@H](C(=O)OC)C Methyl (2S)-2-[(2-bromopyridin-3-yl)oxy]propanoate